N-(3-chlorobenzyl)-N'-phenylurea ClC=1C=C(CNC(=O)NC2=CC=CC=C2)C=CC1